COC(CCCCCCC)=O Caprylic methyl ester